CN(C1=CC=C(C=C1)C)CC(C)O N-methyl-N-β-hydroxypropyl-p-toluidine